di-2-pyridylketone-4,4-dimethyl-3-thiosemicarbazone CN(C)C(=S)NN=C(C1=CC=CC=N1)C2=CC=CC=N2